[Si](C)(C)(C(C)(C)C)O[C@H]1C[C@@H](O[C@@H]1CO)N1C2=NC(=NC(=C2N=C1)O[C@@H](CC#N)C)NC(C(C)C)=O N-(9-((2R,4S,5R)-4-((tert-butyldimethylsilyl)oxy)-5-(hydroxymethyl)tetrahydrofuran-2-yl)-6-(((R)-1-cyanopropan-2-yl)oxy)-9H-purin-2-yl)isobutyramide